BrC=1C=C(SC1)C(=O)NC1=CC(=CC=C1)NS(=O)(=O)C 4-bromo-N-(3-methanesulfonamidophenyl)thiophene-2-carboxamide